N-benzyl-N-methyl-5-[[(3S)-1-(2-oxo-2-[(2S,4S)-2-cyano-4-fluoro-pyrrolidin-1-yl]ethyl)pyrrolidin-3-yl]amino]quinoline-8-carboxamide C(C1=CC=CC=C1)N(C(=O)C=1C=CC(=C2C=CC=NC12)N[C@@H]1CN(CC1)CC(N1[C@@H](C[C@@H](C1)F)C#N)=O)C